ClC=1C=C2N=C(C=3N(C2=CC1C(=O)N(CC1=NC=C(C=C1)C(F)(F)F)C(C)C1=NC=CC=N1)C=CC3)NCC3=CC=C(C=C3)OC 7-chloro-4-((4-methoxybenzyl)amino)-N-(1-(pyrimidin-2-yl)ethyl)-N-((5-(Trifluoromethyl)pyridin-2-yl)methyl)pyrrolo[1,2-a]quinoxaline-8-carboxamide